1-(3-chloro-2-fluorobenzyl)-4-((6-cyclopropyl-5-fluoro-2-((5-methyl-1H-pyrazol-3-yl)amino)pyrimidin-4-yl)methyl)piperidine-4-carboxylic acid ClC=1C(=C(CN2CCC(CC2)(C(=O)O)CC2=NC(=NC(=C2F)C2CC2)NC2=NNC(=C2)C)C=CC1)F